ClC1=C(C(=O)OCC=2OC(OC2C)=O)C=C(C=C1)N(C(=O)C1=CC=2N(C=C1)N=CC2C2=CC=C(C=C2)C(NC)=O)C (5-Methyl-2-oxo-1,3-dioxol-4-yl)methyl 2-chloro-5-(N-methyl-3-(4-(methylcarbamoyl)phenyl)pyrazolo[1,5-a]pyridine-5-carboxamido)benzoate